2-Bromo-4-fluorobenzoic acid methyl ester COC(C1=C(C=C(C=C1)F)Br)=O